C(#N)[Pt](C#N)(C#N)C#N.[K] potassium tetracyanoplatinum